C(C)(C)(C)OC(=O)N1[C@H](COCC1=O)C (3S)-3-methyl-5-oxo-morpholine-4-carboxylic acid tert-butyl ester